ClC1=CC(=NC=C1Cl)NC1=C(C=C(C=C1)NC(C=C)=O)C1=NC=CC=C1 N-(4-((4,5-dichloropyridin-2-yl)amino)-3-(pyridin-2-yl)phenyl)acrylamide